1-(3-bromobenzyl)-N-(4-fluorophenyl)-5-methyl-1H-pyrazole-3-carboxamide BrC=1C=C(CN2N=C(C=C2C)C(=O)NC2=CC=C(C=C2)F)C=CC1